C(C)OS(O)(=O)=O ethylsulfuric acid